C(CCC)N1SC2=C(C1=O)C=CC=C2 2-Butyl-1,2-Benzisothiazolin-3-on